N-(4-((6-amino-2-butoxy-8-oxo-7H-purin-9(8H)-yl)methyl)benzyl)-2-(aminoxy)acetamide NC1=C2NC(N(C2=NC(=N1)OCCCC)CC1=CC=C(CNC(CON)=O)C=C1)=O